BrC1=C(C(=C(C=2NC=NC21)F)F)OC=2C=CC(=C(C#N)C2)F 5-((4-Bromo-6,7-difluoro-1H-benzo[d]imidazol-5-yl)oxy)-2-fluorobenzonitrile